FC(C(CC(=O)N1CCC(CC1)(O)CC=1NC(C=2C(N1)=C(N(N2)C)C2=CC=C1C(=CCC1=C2)C)=O)N2N=C(C=C2)F)F ((1-(4,4-difluoro-3-(3-fluoro-1H-pyrazol-1-yl)butanoyl)-4-hydroxypiperidin-4-yl)methyl)-2-methyl-3-(3-methyl-1H-inden-6-yl)-2H-pyrazolo[4,3-d]pyrimidin-7(6H)-one